BrC=1C=C2C(=C3C(NC(C13)(O)C1=C(C=CC(=C1)F)Cl)=O)N=CN2CC(F)F 5-bromo-6-(2-chloro-5-fluorophenyl)-3-(2,2-difluoroethyl)-6-hydroxy-7,8-dihydro-6H-imidazo[4,5-e]isoindol-8-one